5-bromo-1-((trans-4-methoxycyclohexyl)-1H-benzo[d]imidazol-2-yl)piperidin-2-one BrC1CCC(N(C1)C1=NC2=C(N1[C@@H]1CC[C@H](CC1)OC)C=CC=C2)=O